N1=CC=CC2=CC=CC(=C12)C(=O)C1C(CCCC1=O)=O 2-(Quinolin-8-yl)carbonyl-cyclohexane-1,3-dione